ClC1=NC=NC=N1 4-monochloro-s-triazine